ClC1=CC=2C3=C(C(OC2C=C1)C1=CC(=CC=C1)[N+](=O)[O-])OC(=C3)C3=CC=CC=C3 8-Chloro-4-(3-nitrophenyl)-2-phenyl-4H-furo[2,3-c]chromene